OC1N(C2=C(N1C)C=CC=C2)C hydroxyl-1,3-dimethylbenzimidazole